5-[3-(4-methyl-thiazol-2-yl)-pyrrolidin-1-yl]-pyridin CC=1N=C(SC1)C1CN(CC1)C=1C=CC=NC1